phosphonium styrenesulfonate C(=CC1=CC=CC=C1)S(=O)(=O)[O-].[PH4+]